6,7-dihydrobenzo[d]thiazol-4(5H)-one S1C=NC2=C1CCCC2=O